BrC=1C(N(C(=CC1OCC1=C(C=C(C=C1)F)F)C)C=1C=C(CNS(=O)(=O)C)C=CC1)=O N-{3-[3-bromo-4-[(2,4-difluorobenzyl)oxy]-6-methyl-2-oxopyridin-1(2H)-yl]benzyl}methanesulfonamide